tert-butyl (3r,5s)-3-(3-((6-amino-3-methyl-2-oxo-2,3-dihydro-1H-benzo[d]imidazol-4-yl) oxy) propyl)-4,4-difluoro-5-methylpiperidine-1-carboxylate NC=1C=C(C2=C(NC(N2C)=O)C1)OCCC[C@@H]1CN(C[C@@H](C1(F)F)C)C(=O)OC(C)(C)C